BrC=1C=NN2C1C=NC=C2 3-bromopyrazolo[1,5-a]pyrazine